(bis-((1-methylimidazol-2-yl)-methyl))-(2-pyridylmethyl)-amine CN1C(=NC=C1)CN(CC1=NC=CC=C1)CC=1N(C=CN1)C